Tert-butyl 2-(1-(4-amino-2-fluorophenyl)-4-hydroxypiperidin-4-yl)acetate NC1=CC(=C(C=C1)N1CCC(CC1)(O)CC(=O)OC(C)(C)C)F